CC1=CC2=C(C3=CC=CC=C3C(=C2C=C1C)OC(=O)CCCCCCC)OC(=O)CCCCCCC 2,3-dimethyl-9,10-bis(n-heptylcarbonyloxy)anthracene